2-cyanoethyl 4-(4-cyano-2,3-dihydrobenzofuran-7-yl)-5-cyclopropylmethoxy-2,8-dimethyl-1,4-dihydro-1,6-naphthyridine-3-carboxylate C(#N)C1=CC=C(C2=C1CCO2)C2C(=C(NC1=C(C=NC(=C21)OCC2CC2)C)C)C(=O)OCCC#N